FC(C=1C=NC=CN1)(F)F 3-(trifluoromethyl)pyrazin